C(C)OC(=O)C1=C(NC(=N[C@H]1C1=C(C(=CC=C1)F)C)C=1SC=CN1)CN1[C@@H]2[C@H](C(C1)(F)F)CN(C2)C(C(=O)O)C 2-((cis)-1-(((S)-5-(ethoxycarbonyl)-6-(3-fluoro-2-methylphenyl)-2-(thiazol-2-yl)-3,6-dihydropyrimidin-4-yl)methyl)-3,3-difluorohexahydropyrrolo[3,4-b]pyrrol-5(1H)-yl)propionic acid